CN1C[C@H]([C@H](CC1)NC(=O)C1=CC(=CC=2N(C=NC21)CC(F)(F)F)C#CCNC=2C(OC)=CC=C(C2)S(=O)(=O)C)C N-[(3R,4S)-1-methyl-3-methyl-4-piperidyl]-6-[3-(4-mesyl-2-anisidino)-1-propynyl]-1-(2,2,2-trifluoroethyl)-1H-benzo[d]imidazole-4-carboxamide